NC(C(CCC(=O)OC(C)(C)C)N1C(C2=CC=C(C=C2C1)C1=NC=CC(=C1C(F)(F)F)CCl)=O)=O tert-butyl 5-amino-4-(5-(4-(chloromethyl)-3-(trifluoromethyl)pyridin-2-yl)-1-oxoisoindolin-2-yl)-5-oxopentanoate